CN1C(=NC=C1CN(S(=O)(=O)C)C=1C=NC2=CC(=NC(=C2C1)OC1CCC(CC1)NC1=NC(=CN=C1)C(F)(F)F)N1CCOCC1)[N+](=O)[O-] N-[(3-methyl-2-nitro-imidazol-4-yl)methyl]-N-[7-morpholino-5-[4-[[6-(trifluoromethyl)pyrazin-2-yl]amino]cyclohexoxy]-1,6-naphthyridin-3-yl]methanesulfonamide